(2R,4R)-N-(2-((4,4-difluorocyclohexyl)amino)-1-(5-fluoropyridin-3-yl)-2-oxoethyl)-4-hydroxy-N-(3-methyl-1H-indol-6-yl)pyrrolidine-2-carboxamide FC1(CCC(CC1)NC(C(C=1C=NC=C(C1)F)N(C(=O)[C@@H]1NC[C@@H](C1)O)C1=CC=C2C(=CNC2=C1)C)=O)F